phenyl(quinoxalinyl)Indolocarbazole C1(=CC=CC=C1)C=1C(=C2C(=CC1)N=C1C=CC3=C4C=CC=CC4=NC3=C12)C1=NC2=CC=CC=C2N=C1